OC1=CC(=CC=2OC3=CC=C(C=C3C(C12)=O)OC)OC 1-hydroxy-3,7-dimethoxyxanthone